5-fluoro-3,6-dimethyl-1H-pyrazolo[3,4-b]pyridin FC=1C=C2C(=NC1C)NN=C2C